1-[2-(5-{[(5-Chlorothiophen-2-yl)methyl]amino}-1-(4-methylfuran-3-carbonyl)-1H-pyrazol-3-yl)-3-(trifluoromethyl)azetidin-1-yl]-2,2-dimethylpropan-1-on ClC1=CC=C(S1)CNC1=CC(=NN1C(=O)C1=COC=C1C)C1N(CC1C(F)(F)F)C(C(C)(C)C)=O